1-(4-phenylthiophenyl)-(3-cyclopentyl)-propane C1(=CC=CC=C1)C=1C=C(SC1)C(CC)C1CCCC1